(S)-2-(3,4-difluoro-5-methylbenzyl)-N-hydroxy-6-(((5-methoxypyridin-2-yl)methyl)(methyl)amino)hexanamide FC=1C=C(C[C@@H](C(=O)NO)CCCCN(C)CC2=NC=C(C=C2)OC)C=C(C1F)C